tert-Butyl 4-(bis(4-fluorophenyl)methyl)-3-(cyclopropylcarbamoyl)piperazine-1-carboxylate FC1=CC=C(C=C1)C(N1C(CN(CC1)C(=O)OC(C)(C)C)C(NC1CC1)=O)C1=CC=C(C=C1)F